NC1=C(C=C(C(=O)OC)C=C1)NC1CCC(CC1)OC1=NC=C(C=C1Cl)Cl methyl 4-amino-3-(((1s,4s)-4-((3,5-dichloropyridin-2-yl)oxy)cyclohexyl)amino)benzoate